tert-butyl (2-(((cis)-bicyclo[3.1.0]hexan-3-yl)amino)ethyl)carbamate C12CC(CC2C1)NCCNC(OC(C)(C)C)=O